2-benzyl-7-chloro-8-methoxy-3,3a,5,9b-tetrahydro-1H-pyrrolo[3,4-c]quinolin-4-one C(C1=CC=CC=C1)N1CC2C(NC=3C=C(C(=CC3C2C1)OC)Cl)=O